N-(beta-aminoethyl)-gamma-aminopropyltripropoxysilane NCCNCCC[Si](OCCC)(OCCC)OCCC